ethyl (S)-3-((4-bromophenyl)amino)butanoate BrC1=CC=C(C=C1)N[C@H](CC(=O)OCC)C